(2-chlorophenyl)carboxamide ClC1=C(C=CC=C1)C(=O)N